CN1C=C(C=C(C1=O)C)C=1C=CC2=C(N(C(=N2)C2CCN(CC2)C2CC3(C2)CCN(CC3)C(=O)OC(C)(C)C)CCOC(F)(F)F)C1 tert-butyl 2-(4-(6-(1,5-dimethyl-6-oxo-1,6-dihydropyridin-3-yl)-1-(2-(trifluoromethoxy) ethyl)-1H-benzo[d]imidazol-2-yl) piperidin-1-yl)-7-azaspiro[3.5]nonane-7-carboxylate